tertiary butyl 4-(2-(benzyloxy)ethoxy)piperidin-1-carboxylate C(C1=CC=CC=C1)OCCOC1CCN(CC1)C(=O)OC(C)(C)C